BrCCOC1=CC2=C(N(C(=N2)COC(C)(C)C)C2CC(C2)(O)C)C(=C1)C(F)(F)F (cis)-3-(5-(2-bromoethoxy)-2-(tert-butoxymethyl)-7-(trifluoromethyl)-1H-benzo[d]imidazol-1-yl)-1-methylcyclobutan-1-ol